6-methyl-N-(1-methylcyclopropyl)furo[2,3-d]pyrimidin-4-amine CC1=CC2=C(N=CN=C2NC2(CC2)C)O1